C(C=C)C=1C=C(N)C=C(C1)OC 3-allyl-5-methoxyaniline